O=C1NC(CCC1NC1=CC(=C(C=C1)N1CCC(CC1)N1CCC(CC1)C(=O)O)F)=O 1'-(4-((2,6-dioxopiperidin-3-yl)amino)-2-fluorophenyl)-[1,4'-bipiperidine]-4-carboxylic acid